C(C)(C)(C)OC(=O)N1CCC(CC1)N1N=CC(=C1)C=1C=NC(=C(C1)C1=C(C=C(C=C1)N)F)N 4-(4-(6-amino-5-(4-amino-2-fluorophenyl)pyridin-3-yl)-1H-pyrazol-1-yl)piperidine-1-carboxylic acid tert-butyl ester